N-(2-(1-benzyl-1H-pyrazol-3-yl)propan-2-yl)-4-Chlorobutanamide C(C1=CC=CC=C1)N1N=C(C=C1)C(C)(C)NC(CCCCl)=O